P(=O)(O)(O)OC1([C@H](N)[C@@H](O)[C@H](O)[C@H](O1)CO)C(C)=O acetylglucosamine 1-phosphate